C(C1=CC=CC=C1)N1C(N(C=C(C1=O)C#N)C(C)C)=O 3-benzyl-1-isopropyl-2,4-dioxo-1,2,3,4-tetrahydropyrimidine-5-carbonitrile